OC1=C(C(=O)C2=CC=C(C=C2)OCCO)C=CC=C1 2-hydroxy-4'-(2-hydroxyethoxy)-benzophenone